IC1=CC=C(C=C1)C1CC=NC2=C3C(=CC=C12)C=CC=C3 4-(4-iodophenyl)-3,4-dihydrobenzo[H]quinoline